2-bromo-1-chloro-5-fluoro-3-methoxy-benzene BrC1=C(C=C(C=C1OC)F)Cl